ClC=1C=C(C=CC1F)N(C(=O)[C@H]1N(C[C@H](C1)C(=O)NCCN1CCOCC1)C1=NC(=CC(=C1)C(F)(F)F)C)C (2s,4s)-N2-(3-chloro-4-fluorophenyl)-N2-methyl-1-[6-methyl-4-(trifluoromethyl)pyridin-2-yl]-N4-(2-morpholinoethyl)pyrrolidine-2,4-dicarboxamide